alpha-(9-fluorenylmethoxycarbonyl)-N-t-butoxycarbonyl-L-histidine C1=CC=CC=2C3=CC=CC=C3C(C12)COC(=O)[C@](NC(=O)OC(C)(C)C)(CC1=CNC=N1)C(=O)O